(3-bromophenyl)-2-methylpropanenitrile BrC=1C=C(C=CC1)C(C#N)(C)C